1-[1-(ethoxymethyl)cyclopentyl]-N-methyl-methanamine hydrochloride Cl.C(C)OCC1(CCCC1)CNC